3-bromo-4-fluoro-1-benzofuran-7-carbonitrile BrC1=COC2=C1C(=CC=C2C#N)F